2-hydroxy-1,2-di(4-methylphenyl)ethanone OC(C(=O)C1=CC=C(C=C1)C)C1=CC=C(C=C1)C